6-chloro-N-ethyl-4-[(1r,3s)-3-methyl-1-(4-methyl-1,2,4-triazol-3-yl)cyclobutyl]pyridin-2-amine ClC1=CC(=CC(=N1)NCC)C1(CC(C1)C)C1=NN=CN1C